BrC=1C=C2C(=C(/C(/C2=CC1)=C/C1=CC=C(C=C1)CCCC1=CC=C(C=C1)OC)C)CC(=O)O (Z)-2-(5-bromo-1-(4-(3-(4-methoxyphenyl)propyl)benzylidene)-2-methyl-1H-inden-3-yl)acetic acid